C(C)(=O)O[C@H]1[C@H](O[C@H]([C@@H]([C@H]1OC(C)=O)OC(C)=O)OC1=C(C=C(C=C1)NCCCOS(=O)(=O)C)COC1=C(C(=CC(=C1F)F)F)F)COC(C)=O (2R,3S,4S,5R,6S)-2-(acetoxymethyl)-6-(4-((3-((methylsulfonyl)oxy)propyl)amino)-2-((2,3,5,6-tetrafluorophenoxy)methyl)phenoxy)tetrahydro-2H-pyran-3,4,5-triyl triacetate